(2S)-4-cyclopentyl-2-(hydroxymethyl)pyrrolidine-1-carboxylic acid tert-butyl ester C(C)(C)(C)OC(=O)N1[C@@H](CC(C1)C1CCCC1)CO